C(C1=CC=2OCOC2C=C1)C=C piperonyl-ethylene